4-bis(4-fluorophenyl)methyl-2,6-dimethylaniline ethyl-2-(1-tert-butoxycarbonylpyrazol-3-yl)thiazole-4-carboxylate C(C)OC(=O)C=1N=C(SC1)C1=NN(C=C1)C(=O)OC(C)(C)C.FC1=CC=C(C=C1)C(C1=CC(=C(N)C(=C1)C)C)C1=CC=C(C=C1)F